N-(4-methylpyridin-3-yl)propionamide CC1=C(C=NC=C1)NC(CC)=O